(2S)-3-[3-(3-Phenyl-1,2-oxazol-5-yl)phenyl]-2-[(3R)-pyrrolidin-3-yl]propanoic acid hydrochloride Cl.C1(=CC=CC=C1)C1=NOC(=C1)C=1C=C(C=CC1)C[C@H](C(=O)O)[C@@H]1CNCC1